[Cr].[C].[B].[Si].[Fe] iron silicon boron carbon chromium